4-chloro-5-[4-(2-chloro-6-hydroxy-benzyl)-piperazin-1-yl]-benzofuran-2-carboxylic acid ClC1=C(C=CC2=C1C=C(O2)C(=O)O)N2CCN(CC2)CC2=C(C=CC=C2O)Cl